C(C)(=O)N[C@@H](C)CCCCN (2S)-2-(acetylamino)-6-aminohexan